methyl (S)-2-amino-3-(8-(5-methoxy-2-methyl-3-oxo-2,3-dihydro pyridazin-4-yl)imidazo[1,2-a]pyridin-5-yl)propanoate N[C@H](C(=O)OC)CC1=CC=C(C=2N1C=CN2)C=2C(N(N=CC2OC)C)=O